FC=1C=2N(C=C(C1)C=1N=C3N(C(C1)=O)C=C(C=C3)N3C[C@@H](N(CC3)CCOCCO)C)C=C(N2)C 2-(8-fluoro-2-methylimidazo[1,2-a]pyridin-6-yl)-7-{(3S)-4-[2-(2-hydroxyethoxy)ethyl]-3-methylpiperazin-1-yl}-4H-pyrido[1,2-a]pyrimidin-4-one